ClC1=CC=C(OC2=C(C=C(C=C2)N2C(CCC2=O)=O)C2=CN(C=3C(NC=CC32)=O)C)C=C1 1-(4-(4-chlorophenoxy)-3-(1-methyl-7-oxo-6,7-dihydro-1H-pyrrolo[2,3-c]pyridin-3-yl)phenyl)pyrrolidine-2,5-dione